C1(CCC1)N1C=C(C=2N=C(N=CC21)SCC=2C=CC(=C(C2)CC(=O)O)F)N2CC(C(C2)(F)F)(F)F 2-(5-(((5-cyclobutyl-7-(3,3,4,4-tetrafluoropyrrolidin-1-yl)-5H-pyrrolo[3,2-d]pyrimidin-2-yl)thio)methyl)-2-fluorophenyl)acetic acid